((2S,3R,4R)-4-(3,4-dimethoxybenzyl)-2-phenyltetrahydrofuran-3-yl)methyl cyclopentanecarboxylate C1(CCCC1)C(=O)OC[C@@H]1[C@H](OC[C@@H]1CC1=CC(=C(C=C1)OC)OC)C1=CC=CC=C1